CC(C(N)(C)C)CCCCN trimethyl-1,6-Hexandiamine